ethyl (2-cyano-2-(2-(3,5-dichloro-4-((6-oxo-1-((tetrahydro-2H-pyran-4-yl)methyl)-1,6-dihydropyridin-3-yl)oxy)phenyl)hydrazono)acetyl)carbamate C(#N)C(C(=O)NC(OCC)=O)=NNC1=CC(=C(C(=C1)Cl)OC1=CN(C(C=C1)=O)CC1CCOCC1)Cl